2-ethoxy-N-ethylamine C(C)OCCN